ClC1=CC=C(C2=C1NC(=N2)C(=O)N2CC=1N(CC2C2CC2)C(=NC1)C(F)F)F (7-Chloro-4-fluoro-1H-benzo[d]imidazol-2-yl)(6-cyclopropyl-3-(difluoromethyl)-5,6-dihydroimidazo[1,5-a]pyrazin-7(8H)-yl)methanone